3-Bromo-N-tert-butyl-4,5-dichloro-benzenesulfonamide BrC=1C=C(C=C(C1Cl)Cl)S(=O)(=O)NC(C)(C)C